(3R,4R)-4-(((3-cyclopropyl-7-((4-(oxazol-2-yl)benzyl)amino)pyrazolo[1,5-a]pyrimidin-5-yl)amino)methyl)piperidin-3-ol C1(CC1)C=1C=NN2C1N=C(C=C2NCC2=CC=C(C=C2)C=2OC=CN2)NC[C@@H]2[C@H](CNCC2)O